(7S,8aS)-7-[3-(1,3-benzothiazol-7-yl)propyl]-2-(pyridin-3-yl)-octahydropyrrolo[1,2-a]pyrazin-6-one S1C=NC2=C1C(=CC=C2)CCC[C@H]2C[C@@H]1N(CCN(C1)C=1C=NC=CC1)C2=O